C(C)(C)(C)C1=CC=2N(N=C1OCC1=NC=C(C(=O)NN3CCOCC3)C=C1)C(=NN2)C2=NOC(=C2)C 6-[7-tert-butyl-3-(5-methylisoxazol-3-yl)-[1,2,4]triazolo[4,3-b]pyridazin-6-yloxymethyl]-N-morpholin-4-yl-nicotinamide